C(\C=C/C(=O)[O-])(=O)[O-].[Li+].[Li+] Lithium maleat